(S)-ethyl 6-(((3aR*,6aR*)-6,6-difluorotetrahydro-1H-pyrrolo[3,2-c]isoxazol-4(5H)-yl) methyl)-4-(3-fluoro-2-methylphenyl)-2-(thiazol-2-yl)-1,4-dihydropyrimidine-5-carboxylate FC1(CN([C@@H]2[C@H]1NOC2)CC2=C([C@@H](N=C(N2)C=2SC=CN2)C2=C(C(=CC=C2)F)C)C(=O)OCC)F |o1:4,5|